ethyl 5-(((5-fluoro-2-hydroxyphenyl) (phenyl)methyl) amino)pyrazolo[1,5-a]pyrimidine-3-carboxylate FC=1C=CC(=C(C1)C(C1=CC=CC=C1)NC1=NC=2N(C=C1)N=CC2C(=O)OCC)O